(S)-N-(5-(2-(cyclopropanecarboxamido)benzo[d]thiazol-6-yl)-2-methylpyridin-3-yl)-3-phenylisoxazolidine-2-carboxamide C1(CC1)C(=O)NC=1SC2=C(N1)C=CC(=C2)C=2C=C(C(=NC2)C)NC(=O)N2OCC[C@H]2C2=CC=CC=C2